C1(CC1)C1=CC=NN1C 5-cyclopropyl-1-methyl-1H-pyrazol